4-chloro-2-(2,5-difluorophenyl)-3-nitropyridine ClC1=C(C(=NC=C1)C1=C(C=CC(=C1)F)F)[N+](=O)[O-]